5-(6-chloro-4-((3R,5S)-5-(difluoromethyl)-4-(4-methoxybenzyl)morpholin-3-yl)pyridin-2-yl)-2-fluorobenzamide ClC1=CC(=CC(=N1)C=1C=CC(=C(C(=O)N)C1)F)[C@H]1N([C@@H](COC1)C(F)F)CC1=CC=C(C=C1)OC